NC1=C2C(C(=CN3C2=C(C(=C1F)N1C[C@@H](CC1)NC1=NC=CC=N1)OC[C@@H]3C)C(=O)O)=O (S)-8-amino-9-fluoro-3-methyl-7-oxo-10-((R)-3-(pyrimidin-2-ylamino)pyrrolidin-1-yl)-2,3-dihydro-7H-[1,4]oxazino[2,3,4-ij]quinoline-6-carboxylic acid